morpholino(4-(1,2,3,4-tetrahydroquinolin-2-yl)phenyl)methanone Ammonium 2,3,3,3-tetrafluoro-2-[(1,1,2-trifluoro-2-propenyl)oxy]-propanoate FC(C(=O)[O-])(C(F)(F)F)OC(C(=C)F)(F)F.[NH4+].O1CCN(CC1)C(=O)C1=CC=C(C=C1)C1NC2=CC=CC=C2CC1